di(hydroxybenzyl)diphenyl-Di(hydroxybenzyl)silane OC(C1=CC=CC=C1)C=1C(=C(C=CC1)[Si](C(C1=CC=CC=C1)O)(C(C1=CC=CC=C1)O)C1=CC=CC=C1)C(C1=CC=CC=C1)O